C(C)(=O)OC1=C(C(=CC(=C1)CCCCC)OC(C)=O)[C@@H]1C=C(C(C[C@H]1C(=C)C)OC(C)=O)C 3-(acetoxy)-2-[(1R,6R)-4-(acetoxy)-3-methyl-6-(prop-1-en-2-yl) cyclohex-2-en-1-yl]-5-pentylphenyl acetate